CN1CCN2C=3C(=CC=CC13)C1C2CCN(C1)C(=O)[O-] 3-methyl-2,3,6b,9,10,10a-hexahydro-1H-pyrido-[3',4':4,5]-pyrrolo[1,2,3-de]quinoxaline-8-carboxylate